O=C(C(=O)NC1=CC=C(C(=O)[O-])C=C1)C1N(CCC1)C(CNC(=O)C1=CC=NC2=CC=CC=C12)=O 4-(2-oxo-2-(1-((quinoline-4-carbonyl)glycyl)pyrrolidin-2-yl)acetamido)benzoate